C(C=CCCCCCCCCCCCCCCC)(=O)[O-].[Sn+4].C(C=CCCCCCCCCCCCCCCC)(=O)[O-].C(C=CCCCCCCCCCCCCCCC)(=O)[O-].C(C=CCCCCCCCCCCCCCCC)(=O)[O-] tin octadecenoate